ClC=1C=CC(=C(C1)O)C1=C2C(=C(N=N1)N[C@@H]1[C@@H](COCC1)C)C=NC=C2 5-Chloro-2-(4-(((3s,4s)-3-methyltetrahydro-2H-pyran-4-yl)amino)pyrido[3,4-D]pyridazin-1-yl)phenol